FC=1C=CC(=C(CN2C(C=3N(C[C@@H]2COC)C=C(C3)C3=NC(=NC=C3)NCCOC)=O)C1)CO (R)-2-(5-fluoro-2-(hydroxymethyl)benzyl)-7-(2-((2-Methoxyethyl)amino)pyrimidin-4-yl)-3-(methoxymethyl)-3,4-dihydropyrrolo[1,2-a]pyrazine-1(2H)-one